CN1CCC(CC1)ONC1=CC(=CC=C1)C(F)(F)F ((1-methylpiperidin-4-yl)Oxy)-3-(trifluoromethyl)aniline